isopropyl-4-fluorophenylpyrazine C(C)(C)C=1C(=NC=CN1)C1=CC=C(C=C1)F